anthraquinone-2,6-disulfonic Acid C1=C(C=CC=2C(C3=CC(=CC=C3C(C12)=O)S(=O)(=O)O)=O)S(=O)(=O)O